C1(C=CC=C1)[Ti](C1=C(C(=CC=C1F)CN1C(=C(C(=C1C)C)C)C)F)(C1=C(C(=CC=C1F)CN1C(=C(C(=C1C)C)C)C)F)C1C=CC=C1 di(cyclopentadienyl)-bis[2,6-difluoro-3-((2,3,4,5-tetramethyl-1H-pyrrol-1-yl)methyl)phenyl]titanium